ClC1=CC(N(S1(=O)=O)CCOCCOCCOCCOCCOCCOCCC(=O)OCC1=CC=CC=C1)=O benzyl 3-[2-[2-[2-[2-[2-[2-(5-chloro-1,1,3-trioxo-isothiazol-2-yl)ethoxy]ethoxy] ethoxy]ethoxy]ethoxy]ethoxy]propanoate